4-Bromo-6-(2,2-difluoroethoxy)-1H-pyrazolo[3',4':3,4]pyrazolo[1,5-a]pyridine BrC=1C=2N(C=C(C1)OCC(F)F)N=C1C2C=NN1